OC1=C(C=CC(=C1)C)C1=CC(=CC=C1)OC 2-hydroxy-4-methyl-3'-methoxyl-biphenyl